CN(NC(=O)OC(C)(C)C)C1=NC=CC=N1 tert-butyl 2-methyl-2-(pyrimidin-2-yl)hydrazine-1-carboxylate